BrC=1C=C(SC1)CN1C(=NC=C1)C(=O)O 1-((4-bromothien-2-yl)methyl)-1H-imidazole-2-carboxylic acid